(S)-5-((R)-2-hydroxy-4-methylpentanoyl)-N-((S)-3-oxo-1-((S)-2-oxopiperidin-3-yl)-4-(2,3,6-trifluorophenoxy)butan-2-yl)-5-azaspiro[2.4]heptane-6-carboxamide O[C@@H](C(=O)N1CC2(CC2)C[C@H]1C(=O)N[C@@H](C[C@H]1C(NCCC1)=O)C(COC1=C(C(=CC=C1F)F)F)=O)CC(C)C